(Z)-4-bromo-2-butenoate BrC\C=C/C(=O)[O-]